(2R)-2-[[(2S)-2-(tert-Butoxycarbonylamino)-3-(4-fluorophenyl)propionyl]amino]-4-methyl-pentanoic acid C(C)(C)(C)OC(=O)N[C@H](C(=O)N[C@@H](C(=O)O)CC(C)C)CC1=CC=C(C=C1)F